O1CC(C1)C=1C=CC(=NC1)N1C(C(=CC=C1)NC1=NC=2N(C(=C1)NC)N=CC2C(=O)N[C@H]2[C@@H](CC2)OC)=O 5-((5'-(1,1-Thioxetan-3-yl)-2-oxo-2H-[1,2'-bipyridin]-3-yl)amino)-N-((1R,2R)-2-methoxycyclobutyl)-7-(methylamino)pyrazolo[1,5-a]pyrimidine-3-carboxamide